3-(9-((4-(aminomethyl)phenyl)carbamoyl)-4,5-dihydrobenzo[b]thieno[2,3-d]oxepin-8-yl)-6-((3,5-dimethoxyphenyl)carbamoyl)picolinic acid NCC1=CC=C(C=C1)NC(=O)C1=CC2=C(OCCC3=C2SC=C3)C=C1C=1C(=NC(=CC1)C(NC1=CC(=CC(=C1)OC)OC)=O)C(=O)O